NC1=C(C(=O)N)C=CC=C1Br 2-Amino-3-bromobenzamide